6-(2-chloro-4-methylphenyl)-2-[2-(4-methylpiperazin-1-yl)ethyl]indazole-4-carboxylic acid methyl ester COC(=O)C=1C2=CN(N=C2C=C(C1)C1=C(C=C(C=C1)C)Cl)CCN1CCN(CC1)C